tert-butyl 4-(4-((6-cyanopyridazin-3-yl)oxy)phenyl)piperidine-1-carboxylate C(#N)C1=CC=C(N=N1)OC1=CC=C(C=C1)C1CCN(CC1)C(=O)OC(C)(C)C